FC(C1=NN=C(O1)C1=CC=2N(C=C1)C=C(N2)CN(S(=O)(=O)C2CCN(CC2)C(=O)N(C)C)C2=CC(=CC=C2)F)F 4-(N-((7-(5-(Difluoromethyl)-1,3,4-Oxadiazol-2-Yl)Imidazo[1,2-a]Pyridin-2-Yl)Methyl)-N-(3-Fluorophenyl)Sulfamoyl)-N,N-Dimethylpiperidine-1-Carboxamide